C(#N)C=1C=CC(=NC1)S(=O)(=O)Cl 5-cyanopyridine-2-sulfonyl chloride